6-bromo-2,4-dimethyl-3-(trifluoromethyl)pyridine BrC1=CC(=C(C(=N1)C)C(F)(F)F)C